ferric distearate C(CCCCCCCCCCCCCCCCC)(=O)[O-].C(CCCCCCCCCCCCCCCCC)(=O)[O-].[Fe+3]